BrC1=CC=C(C(=C1CNC(=O)C=1N=NN(C1)CC=1N=C2N(C=C(C=C2)C2CC2)C1)F)OC N-(6-bromo-2-fluoro-3-methoxybenzyl)-1-((6-cyclopropylimidazo[1,2-a]pyridin-2-yl)methyl)-1H-1,2,3-triazole-4-carboxamide